COC1=C(C=CC=C1)C1=C(C(=O)NC=2SC(=NN2)OC2CCOCC2)C=CN=C1 3-(2-methoxyphenyl)-N-(5-((tetrahydro-2H-pyran-4-yl)oxy)-1,3,4-thiadiazol-2-yl)isonicotinamide